ClC1=C(OC2=CC=C(N)C=C2)C=CC=C1 4-(2-Chlorophenoxy)aniline